N,N-dimethyl-6-(4-morpholino-6-((3-(trifluoromethyl)phenyl)amino)-1,3,5-triazin-2-yl)benzo[d]thiazol-2-amine CN(C=1SC2=C(N1)C=CC(=C2)C2=NC(=NC(=N2)N2CCOCC2)NC2=CC(=CC=C2)C(F)(F)F)C